isotridecylphosphate C(CCCCCCCCCC(C)C)OP(=O)([O-])[O-]